CC1(OB(OC1(C)C)C=1C=NN2C1C=CC=C2)C 3-(4,4,5,5-tetramethyl-1,3,2-dioxaborolane-2-yl)pyrazolo[1,5-a]pyridine